(trifluoromethyl)-1H-pyrazole-5-carboxamide FC(F)(F)N1N=CC=C1C(=O)N